2-[4-(difluoromethyl)piperidin-1-yl]pyridine-3-carbonitrile FC(C1CCN(CC1)C1=NC=CC=C1C#N)F